2-[4-(3-methoxyphenoxy)phenyl]-7-(piperidin-4-yl)-4,5,6,7-tetrahydro-2H-pyrazolo[4,3-b]pyridine-3-carboxamide COC=1C=C(OC2=CC=C(C=C2)N2N=C3C(NCCC3C3CCNCC3)=C2C(=O)N)C=CC1